O1CCC(CC1)OC1=CC2=COC=C2C=C1 5-((tetrahydro-3H-pyran-4-yl)oxy)isobenzofuran